(1S,2R,3aR,4S,6aR)-4-((2-amino-3-chloroquinolin-7-yl)methyl)-2-(4-amino-5-methyl-7H-pyrrolo[2,3-d]pyrimidin-7-yl)hexahydropentalene-1,6a(1H)-diol NC1=NC2=CC(=CC=C2C=C1Cl)C[C@H]1[C@H]2C[C@H]([C@@H]([C@]2(CC1)O)O)N1C=C(C2=C1N=CN=C2N)C